FC(C=1C=C(C(=O)N(C(C(=O)OC)C)C)C=C(C1)C(F)(F)F)(F)F methyl 2-[[3,5-bis(trifluoromethyl)benzoyl]-methyl-amino]propanoate